2,5-Dibromopyridine-3,4-diamine BrC1=NC=C(C(=C1N)N)Br